1-chloro-1-methylcyclohexane ClC1(CCCCC1)C